C1(CC(=O)OCC=2C(=CC=CC2)CO1)=O xylylene malonate